3-[(4-methoxyphenyl)methoxy]-2-methyl-6-(4-methylpiperazin-1-yl)pyridine-4-carboxylic acid COC1=CC=C(C=C1)COC=1C(=NC(=CC1C(=O)O)N1CCN(CC1)C)C